C1(CC1)C1=NC=NC(=C1C=1OC=2C(=NC=CC2N1)CC1=CC2=C(C=3N(CO2)C=C(N3)C(F)(F)F)C=C1)OC 8-((2-(4-cyclopropyl-6-methoxypyrimidin-5-yl)oxazolo[5,4-c]pyridin-4-yl)methyl)-2-(trifluoromethyl)-5H-benzo[e]imidazo[1,2-c][1,3]oxazine